OCCN[C@@H](CC(=O)N)C(=O)N 2-hydroxyethyl-aspartamide